FC1(CN(CC12CCCC2)C=2C=1C(N=CN2)=NN(C1)C=1C(=NC(=NC1)OC)OC)F 4-(4,4-difluoro-2-azaspiro[4.4]non-2-yl)-2-(2,4-dimethoxypyrimidin-5-yl)pyrazolo[3,4-d]pyrimidine